CC1=C(C=CC=C1NC(C1=NC=C(C=C1)CCl)=O)C1=C(C(=CC=C1)NC(C1=NC=C(C=C1)CCl)=O)C N,N'-(2,2'-Dimethyl-[1,1'-biphenyl]-3,3'-diyl)bis(5-(chloromethyl)picolinamide)